C(C)(C)(C)OC(=O)N1C(CC2(CC1)CCCCC2)C=O 2-formyl-3-azaspiro[5.5]undecane-3-carboxylic acid tert-butyl ester